iron-zinc-boron [B].[Zn].[Fe]